(R)-3-amino-6-(4-(2-(3,5-difluorophenyl)-2-hydroxyacetamido)-2-ethylphenyl)-N-ethylpyrazine-2-carboxamide NC=1C(=NC(=CN1)C1=C(C=C(C=C1)NC([C@H](O)C1=CC(=CC(=C1)F)F)=O)CC)C(=O)NCC